2,4,6-trifluoro-N-[6-(1-methylpiperidine-4-carbonyl)pyridine-2-yl]benzamide hemisuccinate C(CCC(=O)O)(=O)O.FC1=C(C(=O)NC2=NC(=CC=C2)C(=O)C2CCN(CC2)C)C(=CC(=C1)F)F.FC1=C(C(=O)NC2=NC(=CC=C2)C(=O)C2CCN(CC2)C)C(=CC(=C1)F)F